N-(7,8-Dihydro-6,9-dioxa-3-thia-1-aza-cyclopenta[a]naphthalen-2-yl)-2-(4-ethanesulfonyl-phenyl)-acetamide N1=C(SC=2C1=C1OCCOC1=CC2)NC(CC2=CC=C(C=C2)S(=O)(=O)CC)=O